C(C)(C)(C)OC(=O)N1[C@@H]2C[C@@H]2C[C@@H]1C(NC1=CC(=C(C=C1)C)C1=NC=C(C=N1)F)=O (1R,3R,5R)-3-((3-(5-fluoropyrimidin-2-yl)-4-methylphenyl)carbamoyl)-2-azabicyclo[3.1.0]hexane-2-carboxylic acid tert-butyl ester